FC=1C(=C(C=CC1F)[C@H]1[C@@H](O[C@]([C@H]1C)(C(F)(F)F)C)C(=O)NC1=C(C(=NC=C1)C(=O)N)F)OC 4-[[(2R,3S,4S,5R)-3-(3,4-Difluoro-2-methoxy-phenyl)-4,5-dimethyl-5-(trifluoromethyl)tetrahydrofuran-2-carbonyl]amino]-3-fluoro-pyridin-2-carboxamid